N6-[(2R)-2-amino-2-phenylethyl]-N4-[(1R)-1-cyclopropylethyl]-1-methyl-1H-pyrazolo[3,4-d]pyrimidine-4,6-diamine N[C@@H](CNC1=NC(=C2C(=N1)N(N=C2)C)N[C@H](C)C2CC2)C2=CC=CC=C2